NC1=NC(=C(C=C1C=1C=C2CCNC(C2=CC1F)=O)C1=CC=C(C=C1)N1CCN(CC1)CC)F 6-(2-amino-5-(4-(4-ethylpiperazin-1-yl)phenyl)-6-fluoropyridin-3-yl)-7-fluoro-3,4-dihydroisoquinolin-1(2H)-one